[Cl-].BrC=1C=CC(=C(OCC[NH3+])C1)C#N 2-(5-Bromo-2-cyanophenoxy)ethan-1-aminium chloride